ClC=1NC=C(C1)Cl 2,4-dichloropyrrole